5-chloro-7-methyl-[1,2,4]triazolo[4,3-c]pyrimidine ClC1=NC(=CC=2N1C=NN2)C